C1C(CC1)C(C(=O)OC)C(=O)OC Dimethyl 2-cyclobutanemalonate